7-(3-((tert-butyldimethylsilyl)oxy)naphthalen-1-yl)-2-(methylthio)-5,6,7,8-tetrahydroquinazolin-4-ol [Si](C)(C)(C(C)(C)C)OC=1C=C(C2=CC=CC=C2C1)C1CCC=2C(=NC(=NC2C1)SC)O